The molecule is an N-glycosylated dialkylglycerophosphoethanolamine in which the dialkylglycerophosphoethanolamine is 1,2-dihexadecyl-sn-glycero-3-phosphoethanolamine and the glycosylating saccharide is the branched nonasaccharide alpha-D-Man-(1->2)-alpha-D-Man-(1->2)-alpha-D-Man-(1->3)-[alpha-D-Man-(1->3)-[alpha-D-Man-(1->6)]-alpha-D-Man-(1->6)]-beta-D-Man-(1->4)-beta-D-GlcNAc-(1->4)-D-GlcNAc, the GlcNAc residue at the reducing end of which is in the ring-opened form. It has a role as a neoglycolipid probe. It derives from a 1,2-dihexadecyl-sn-glycero-3-phosphoethanolamine. CCCCCCCCCCCCCCCCOC[C@H](COP(=O)(O)OCCN=C[C@@H]([C@H]([C@@H]([C@@H](CO)O)O[C@H]1[C@@H]([C@H]([C@@H]([C@H](O1)CO)O[C@H]2[C@H]([C@H]([C@@H]([C@H](O2)CO[C@@H]3[C@H]([C@H]([C@@H]([C@H](O3)CO[C@@H]4[C@H]([C@H]([C@@H]([C@H](O4)CO)O)O)O)O)O[C@@H]5[C@H]([C@H]([C@@H]([C@H](O5)CO)O)O)O)O)O)O[C@@H]6[C@H]([C@H]([C@@H]([C@H](O6)CO)O)O)O[C@@H]7[C@H]([C@H]([C@@H]([C@H](O7)CO)O)O)O[C@@H]8[C@H]([C@H]([C@@H]([C@H](O8)CO)O)O)O)O)O)NC(=O)C)O)NC(=O)C)OCCCCCCCCCCCCCCCC